(S)-3-(1-aminoethyl)-5-chloro-2-(1H-pyrazol-3-yl)isoquinolin-1(2H)-one N[C@@H](C)C=1N(C(C2=CC=CC(=C2C1)Cl)=O)C1=NNC=C1